[O-2].[O-2].[O-2].[O-2].[Ti+4].[Ti+4] titanium tetra-oxide